N-pentanoyl-N-[[2'-(1H-tetrazol-5-yl)biphenyl-4-yl]methyl]-L-valine C(CCCC)(=O)N([C@@H](C(C)C)C(=O)O)CC1=CC=C(C=C1)C1=C(C=CC=C1)C1=NN=NN1